N-[4-(3-cyanophenyl)-5-(2,6-dimethyl-4-pyridyl)thiazol-2-yl]-2-cyclopropyl-piperazine-1-carboxamide C(#N)C=1C=C(C=CC1)C=1N=C(SC1C1=CC(=NC(=C1)C)C)NC(=O)N1C(CNCC1)C1CC1